ClC1=C(C(=CC=C1Cl)O)C1CC(N(C1)C1CC(C1)(CO)O)=O 4-(2,3-dichloro-6-hydroxyphenyl)-1-(3-hydroxy-3-(hydroxymethyl)cyclobutyl)pyrrolidin-2-one